Cl.C(#N)C=1C=C(C(=O)NC)C=CC1N1CCNCC1 3-cyano-N-methyl-4-(piperazin-1-yl)benzamide HCl salt